2-[[1-cyano-4-methyl-6-[(4-methylphenyl)sulfonyloxymethyl]-6,7-dihydro-5H-cyclopenta[c]pyridin-3-yl]oxymethyl]-5-oxopiperazine-1-carboxylic acid tert-butyl ester C(C)(C)(C)OC(=O)N1C(CNC(C1)=O)COC1=C(C2=C(C(=N1)C#N)CC(C2)COS(=O)(=O)C2=CC=C(C=C2)C)C